methyl-benzyl-carbamic acid tert-butyl ester C(C)(C)(C)OC(N(CC1=CC=CC=C1)C)=O